C(C)C(COC(=O)C1=CC=C(C=C1)NC1=NC(=NC(=N1)NC1=CC=C(C=C1)C(=O)OCC(CCCC)CC)NC1=CC=C(C=C1)C(=O)OCC(CCCC)CC)CCCC 2,4,6-tri-[p-(2-ethylhexyloxycarbonyl)phenylamino]-1,3,5-triazine